ClC=1C=C(CCN2C[C@H]([C@@H](CC2)OC)COC2=CC=C(C=C2)S(=O)(=O)C)C=CC1 |o1:8| (3S,4R) or (3R,4R)-1-(3-chlorophenethyl)-4-methoxy-3-((4-(methylsulfonyl)phenoxy)methyl)piperidine